C(C)(C)(C)OC(=O)N[C@@H](C(C)C)C(=O)N[C@@H](C)C(=O)O (tert-butoxycarbonyl)-L-valyl-L-alanine